FC1(C[C@H](N(C1)C(CN1C[C@H](CC1)OC1=C2C=CN=CC2=CC=C1)=O)C#N)F (S)-4,4-Difluoro-1-(2-((S)-3-(isochinolin-5-yloxy)pyrrolidin-1-yl)acetyl)pyrrolidin-2-carbonitril